C(CCCCCCC)[C@]1(O)[C@H](O)[C@@H](O)[C@H](O)[C@H](O1)CO.O([C@H]1[C@H](O)[C@@H](O)[C@H](O)[C@H](O1)CO)CCCCCCCC octyl β-D-glucopyranoside (Octyl β-D-glucopyranoside)